ClC=1C=C(C=C(C1)Cl)NC(=O)C1(OC2C=CC1CC2)C(=O)OCC ethyl 3-[(3,5-dichlorophenyl)carbamoyl]-2-oxabicyclo[2.2.2]oct-5-ene-3-carboxylate